O=C1C=CC=[SiH]1 oxosilacyclopentadiene